ClC1=CC=C(C=C1)C1=C2C3=C(C=NC2=CC=C1)C=1C=CC=CC1C31C3=CC=CC=C3C=3C=CC=CC31 (4-Chlorophenyl)spiro[fluorene-9,11'-indeno[1,2-c]quinoline]